O1[C@H](COCC1)CN1N=C2C3=C(C[C@H](C2=C1)C)OC(=C3C(F)(F)F)C(=O)NCC=3OC=CN3 (4R)-2-{[(2S)-1,4-Dioxan-2-yl]methyl}-4-methyl-N-[(1,3-oxazol-2-yl)methyl]-8-(trifluoromethyl)-4,5-dihydro-2H-furo[2,3-g]indazol-7-carboxamid